6-(4-((4-((5-(Trifluoromethyl)pyridin-2-yl)amino)piperidin-1-yl)sulfonyl)phenyl)benzo[d]isothiazol-3(2H)-one 1,1-dioxide FC(C=1C=CC(=NC1)NC1CCN(CC1)S(=O)(=O)C1=CC=C(C=C1)C1=CC2=C(C(NS2(=O)=O)=O)C=C1)(F)F